C(C)(=O)N1CCC(CC1)C1=NN(C2=CC=CC(=C12)C=1C=C2C=CN=CC2=CC1)CC(=O)NCC(=O)NCC(=O)O 2-(2-{2-[3-(1-acetylpiperidin-4-yl)-4-(isoquinolin-6-yl)-1H-indazol-1-yl]acetamido}acetamido)acetic acid